1,4-bis-t-butylcumene C(C)(C)(C)C1(CC=C(C=C1)C(C)(C)C)C(C)C